tert-butyl 2-(3-{4-[(benzyloxy)carbonyl]piperazin-1-yl}propoxy)-7,8-dihydropyrido[4,3-d]pyrimidine-6(5H)-carboxylate C(C1=CC=CC=C1)OC(=O)N1CCN(CC1)CCCOC=1N=CC2=C(N1)CCN(C2)C(=O)OC(C)(C)C